Racemic-N,3,6-trimethyl-5,7-dihydrothieno[3,2-b]pyran-6-amine CN[C@@]1(CC2=C(OC1)C(=CS2)C)C |r|